(S)-12-(5-(6-amino-2-fluoropyridin-3-yl)-1H-imidazol-2-yl)-7-chloro-8-fluoro-13,14-dihydro-2H-spiro[benzo[5,6]azocino[4,3-g]indolizine-3,1'-cyclopentane]-1,10(4H,12H)-dione NC1=CC=C(C(=N1)F)C1=CN=C(N1)C1CN2C(CC3(CCCC3)[C@H]2C2=C1C=1C(=C(C=NC2)Cl)C(=CC(C1)=O)F)=O